C(C1=CC=CC=C1)(=O)NCC(=O)NCC(=O)O N-benzoylglycylaminoacetic acid